2-(2-{[2-(2-methoxyethoxy)ethyl]amino}acetyl)-5-{[2-(2-{[2-(2-methoxyethoxy)ethyl]amino}acetyl)-1,3-dioxo-2,3-dihydro-1H-inden-5-yl]oxy}-2,3-dihydro-1H-indene-1,3-dione COCCOCCNCC(=O)C1C(C2=CC=C(C=C2C1=O)OC=1C=C2C(C(C(C2=CC1)=O)C(CNCCOCCOC)=O)=O)=O